3-(3-{[(1H-benzimidazol-2-yl)methyl]amino}-6-cyclopropyl-1H-pyrazolo[3,4-b]pyrazin-1-yl)cyclobutan-1-ol N1C(=NC2=C1C=CC=C2)CNC2=NN(C1=NC(=CN=C12)C1CC1)C1CC(C1)O